(S)-2-((4-(2-(4-Chloro-2-fluorophenyl)-3,4-dihydro-2H-benzo[b][1,4]dioxin-6-yl)piperidin-1-yl)methyl)-1-(oxetan-2-ylmethyl)-1H-benzo[d]imidazole-6-carboxylic acid ClC1=CC(=C(C=C1)C1COC2=C(O1)C=CC(=C2)C2CCN(CC2)CC2=NC1=C(N2C[C@H]2OCC2)C=C(C=C1)C(=O)O)F